N1(C=NC=C1)S(=O)(=O)N=[N+]=[N-] 1H-imidazole-1-sulphonyl azide